(Morpholin-4-yl){4-[6-(trifluoromethyl)pyridin-3-yl]piperidin-1-yl}methanone tert-butyl-2-(2-ethyl-6-(trifluoromethyl)pyrimidin-4-yl)-2,6-diazaspiro[3.4]octane-6-carboxylate C(C)(C)(C)OC(=O)N1CC2(CN(C2)C2=NC(=NC(=C2)C(F)(F)F)CC)CC1.N1(CCOCC1)C(=O)N1CCC(CC1)C=1C=NC(=CC1)C(F)(F)F